C1(=CC=CC=C1)S(=O)(=O)OP(=O)(Cl)Cl.[Li] lithium dichlorophosphinyl benzenesulfonate